[Si](C)(C)(C(C)(C)C)OC1CC=C(CC1)B(O)O (4-((tert-butyldimethylsilyl)oxy)cyclohex-1-en-1-yl)boronic acid